C(C)OC(=O)C1=CC(=CN1C)B(O)O (5-(ethoxycarbonyl)-1-methyl-1H-pyrrol-3-yl)boronic acid